6-chloro-4-(ethylamino)-N-(oxazol-4-ylmethyl)nicotinamide ClC1=NC=C(C(=O)NCC=2N=COC2)C(=C1)NCC